BrC1=CC=C(S1)C(=O)N1CCN(CC1)C1=C(C=CC=C1)N(S(=O)(=O)C=1C=CC2=C(C=C(O2)C(=O)OCC)C1)CCC1=CC=CC=C1 ethyl 5-(N-(2-(4-(5-bromothiophene-2-carbonyl) piperazin-1-yl) phenyl)-N-phenethylsulfamoyl)-benzofuran-2-carboxylate